5-(2-thienyl)pyrido[3,4-b]pyrazine S1C(=CC=C1)C1=NC=CC=2C1=NC=CN2